C(C)(C)C1=NC2=CC=CC=C2C(N1NC(=O)C1C(C1)C1=CC=CC=C1)=O 2-Phenyl-cyclopropanecarboxylic acid (2-isopropyl-4-oxo-4H-quinazolin-3-yl)-amide